3-(Methylthio)-azetidine hydrochloride Cl.CSC1CNC1